C(C)(C)(C)OC(=O)NC=1C(=C(C=C2C=C(N=CC12)NC(=O)OC1CC(C1)C(F)F)C1=C(C2=C(OCCN2C(=O)OC(C)(C)C)N=C1)C)F tert-Butyl 7-[8-(tert-butoxycarbonylamino)-3-[[3-(difluoromethyl)cyclobutoxy]carbonylamino]-7-fluoro-6-isoquinolyl]-8-methyl-2,3-dihydropyrido[2,3-b][1,4]oxazine-1-carboxylate